propyltin trichloride C(CC)[Sn](Cl)(Cl)Cl